C1C=C[C@H]([C@H]2C1=NC3=C(C=CC=C3N2)C(=O)O)C(=O)O The molecule is a member of the class of phenazines that is 1,4,10,10a-tetrahydrophenazine substituted at positions 1 and 6 by carboxy groups (the 1R,10aS-diastereomer). It has a role as a bacterial metabolite. It is a member of phenazines and an amino dicarboxylic acid. It is a conjugate acid of a (1R,10aS)-1,4,10,10a-tetrahydrophenazine-1,6-dicarboxylate.